(S)-4-(2-(1-Ethyl-3-(trifluoromethyl)-1H-pyrazol-4-yl)-3-fluorophenyl)-6-((E)-3-((2S,4R)-4-methoxypyrrolidin-2-yl)acryloyl)-4,5,6,7-tetrahydrothieno[2,3-c]pyridine-2-carbonitrile C(C)N1N=C(C(=C1)C1=C(C=CC=C1F)[C@H]1C2=C(CN(C1)C(\C=C\[C@H]1NC[C@@H](C1)OC)=O)SC(=C2)C#N)C(F)(F)F